4-N,6-dimethylpyrimidine-2,4-diamine CNC1=NC(=NC(=C1)C)N